CC(C)(C)[O-].[Al+3].CC(C)(C)[O-].CC(C)(C)[O-] aluminum tert-butoxide